disodium 2,2'-dithiobisethanesulfonate C(CSSCCS(=O)(=O)[O-])S(=O)(=O)[O-].[Na+].[Na+]